3-fluoro-6-methoxy-2-(4-methoxyphenyl)-4H-chromen-4-one FC1=C(OC2=CC=C(C=C2C1=O)OC)C1=CC=C(C=C1)OC